O=C1NCCC1NC(=O)N1CC2(CCN3N=C(C=C32)C=3C=NC2=CC=CC=C2C3)C1 N-[2-oxopyrrolidin-3-yl]-2'-(quinolin-3-yl)-5',6'-dihydrospiro[azetidine-3,4'-pyrrolo[1,2-b]pyrazole]-1-carboxamide